4-Phenyl-9H-carbazole C1(=CC=CC=C1)C1=CC=CC=2NC3=CC=CC=C3C12